C1=CC=CC=2C=3C=C(C=CC3C3=CC4=C(C5=C(S4)C=CC=C5)C=C3C12)B1OC(C(O1)(C)C)(C)C 2-(benzo[b]triphenyleno[2,3-d]-thiophen-6-yl)-4,4,5,5-tetramethyl-1,3,2-dioxaborolane